FC1=C(CN2N=C(C=3C=NC=CC32)CC)C(=CC=C1)F 1-(2,6-difluorobenzyl)-3-ethyl-1H-pyrazolo[4,3-c]pyridine